(6-bromobenzo[d]isoxazol-3-yl)-2-methoxybenzenesulfonamide BrC1=CC2=C(C(=NO2)C=2C(=C(C=CC2)S(=O)(=O)N)OC)C=C1